N(C(C)C(=O)O)CCC(=O)O Beta-alanopine